C(C1=CC=CC=C1)OC1=C2C(=CNC2=CC=C1)C1C(N(C(C1)([2H])[2H])C([2H])[2H])([2H])[2H] 4-(benzyloxy)-3-(1-(methyl-d2)pyrrolidin-3-yl-2,2,5,5-d4)-1H-indole